allyllaurate C(C=C)OC(CCCCCCCCCCC)=O